N[C@@H](C(=O)N1CCC(CC1)OC1CCN(CC1)CC(=O)N1CCN(CC1)C(=O)C=1C=C(C=CC1F)CC1=NNC(C2=CC=CC=C12)=O)C1CCOCC1 4-[[3-[4-[2-[4-[[1-[(2R)-2-amino-2-tetrahydropyran-4-yl-acetyl]-4-piperidyl]oxy]-1-piperidyl]acetyl]piperazine-1-carbonyl]-4-fluoro-phenyl]methyl]-2H-phthalazin-1-one